2-Methyl-1-(4,4,4-trifluorobutyl)-1H-benzo[d]imidazole-7-ol CC1=NC2=C(N1CCCC(F)(F)F)C(=CC=C2)O